tert-butyl (2S,6S)-2-(2-chloro-6-(4,4,5,5-tetramethyl-1,3,2-dioxaborolan-2-yl)pyridin-4-yl)-6-methylmorpholine-4-carboxylate ClC1=NC(=CC(=C1)[C@H]1CN(C[C@@H](O1)C)C(=O)OC(C)(C)C)B1OC(C(O1)(C)C)(C)C